5-amino-N3-(5-(3-(4-chlorophenyl)-1,3-dimethylureido)-2-fluoropyridin-3-yl)-1-isopropyl-1H-pyrazole-3,4-dicarboxamide NC1=C(C(=NN1C(C)C)C(=O)NC=1C(=NC=C(C1)N(C(=O)N(C)C1=CC=C(C=C1)Cl)C)F)C(=O)N